CC1=C(C=C(C=N1)NC(C1=CC=C(C=C1)N1CCNCC1)=O)NC1=NC=CC(=N1)C=1C=NC=CC1 N-[6-Methyl-5-(4-pyridin-3-yl-pyrimidin-2-ylamino)-pyridin-3-yl]-4-piperazin-1-yl-benzamide